[1-[(4-chloro-2-methoxy-5-methylphenyl)methyl]piperidin-4-yl]methanol ClC1=CC(=C(C=C1C)CN1CCC(CC1)CO)OC